(S)-3-(4-(5-(2-(2-(2-(2-azidoethoxy)ethoxy)ethoxy)ethoxy)-2-methyl-3-oxo-2,3-dihydropyridazin-4-yl)phenyl)-2-(2,6-dichlorobenzamido)propanoic acid N(=[N+]=[N-])CCOCCOCCOCCOC1=C(C(N(N=C1)C)=O)C1=CC=C(C=C1)C[C@@H](C(=O)O)NC(C1=C(C=CC=C1Cl)Cl)=O